[C@@H]1([C@@H](O)[C@H](O)[C@H](O)[C@@H](O1)C)OCCNC(CN(CC(=O)NCCCCCNC(OCC1=CC=CC=C1)=O)CC(NCCO[C@H]1[C@@H](O)[C@H](O)[C@H](O)[C@@H](O1)C)=O)=O benzyl [5-(2-{bis[2-({2-[(α-L-fucopyranosyl)oxy]ethyl} amino)-2-oxoethyl]amino}acetamido)pentyl]carbamate